(2R,3R,4S,5R)-2-[2-chloro-6-(7'-fluorospiro[cyclopentane-1,3'-indolin]-1'-yl)purin-9-yl]-5-(hydroxymethyl)tetrahydrofuran-3,4-diol ClC1=NC(=C2N=CN(C2=N1)[C@@H]1O[C@@H]([C@H]([C@H]1O)O)CO)N1CC2(C3=CC=CC(=C13)F)CCCC2